C(C)N(C(/C=C/S(=O)(=O)NC(NC1=C2CCCC2=CC=2CCCC12)=O)(C)C)CC (E)-3-(diethylamino)-N-((1,2,3,5,6,7-hexahydro-s-indacen-4-yl)carbamoyl)-3-methylbut-1-ene-1-sulfonamide